CC1=NC=C(C(=O)NCC2=NC=C3C=CC(=NC3=C2)C2=NC(=NC=C2)N2CCC3(C(NC(N3C)=O)=O)CC2)C=C1S(=O)(=O)C 6-methyl-N-((2-(2-(1-methyl-2,4-dioxo-1,3,8-triazaspiro[4.5]decan-8-yl)pyrimidin-4-yl)-1,6-naphthyridin-7-yl)methyl)-5-(methylsulfonyl)nicotinamide